1,2-cyclohexanedicarboxylic acid, diisononyl ester C1(C(CCCC1)C(=O)OCCCCCCC(C)C)C(=O)OCCCCCCC(C)C